(R)-N-hydroxy-3-(quinolin-5-yl)-4-(tetrahydro-2H-pyran-4-carbonyl)-2,3,4,5-tetrahydrobenzo[f][1,4]oxazepine-8-carboxamide ONC(=O)C1=CC2=C(CN([C@@H](CO2)C2=C3C=CC=NC3=CC=C2)C(=O)C2CCOCC2)C=C1